ClC1=NC=C(C2=C1CC(C2)CO)OC (1-chloro-4-methoxy-6,7-dihydro-5H-cyclopenta[c]pyridin-6-yl)methanol